4-(1-Methyl-1,8-diazaspiro[4.5]decan-8-yl)-N-(4-methylpent-2-yn-1-yl)-1H-benzo[d]imidazole-1-carboxamide CN1CCCC12CCN(CC2)C2=CC=CC=1N(C=NC12)C(=O)NCC#CC(C)C